O[C@H]1[C@@]2([C@H](CC[C@@]2([C@@H]2CC[C@@H]3C[C@H](CC[C@@]3([C@H]2C1)C)N(C(OCCN1CCOCC1)=O)C)O)C=1COC(C1)=O)C 2-morpholinoethyl ((3S,5R,8R,9S,10S,12R,13S,14S,17R)-12,14-dihydroxy-10,13-dimethyl-17-(5-oxo-2,5-dihydrofuran-3-yl)hexadecahydro-1H-cyclopenta[a]phenanthren-3-yl)(methyl)carbamate